ClC=1C=C(C=CC1F)N(C(=O)[C@H]1N(C(C(C1)CC#N)=O)C1=NC(=CC(=C1)C(F)(F)F)C)C (2S)-N-(3-chloro-4-fluorophenyl)-4-(cyanomethyl)-N-methyl-1-[6-methyl-4-(trifluoromethyl)pyridin-2-yl]-5-oxopyrrolidine-2-carboxamide